Ethyl 2-(4-((4-(4-fluorobenzyl)piperazin-1-yl)methyl)-2,6-dimethylphenoxy)-2-methylpropanoate FC1=CC=C(CN2CCN(CC2)CC2=CC(=C(OC(C(=O)OCC)(C)C)C(=C2)C)C)C=C1